4-methyl-2,5-dioxoimidazolidin CC1NC(NC1=O)=O